NC=1C=C2C(C3(C=NC4=C(O3)C(=CC3=CC=CC=C34)C=3SC4=C(N3)C=CC=C4)N(C2=CC1)C)(C)C 5-Amino-5'-(2-benzthiazolyl)-1,3,3-trimethylspiro[indolin-2,3'-[3H]-naphtho[2,1-b][1,4]oxazin]